C(C1=CC=C(C(=O)[O-])C=C1)(=O)[O-].O[Zn+2] hydroxyl-zinc terephthalate